(2,3-difluorophenyl)trimethylsilane FC1=C(C=CC=C1F)[Si](C)(C)C